2-((1R,2R)-1-(2-cyano-5-(dimethylcarbamoyl)phenyl)-1-(1-methyl-1H-pyrazol-4-yl)propan-2-yl)-5-hydroxy-N-(isoxazol-4-yl)-1-methyl-6-oxo-1,6-dihydropyrimidine-4-carboxamide C(#N)C1=C(C=C(C=C1)C(N(C)C)=O)[C@@H]([C@@H](C)C=1N(C(C(=C(N1)C(=O)NC=1C=NOC1)O)=O)C)C=1C=NN(C1)C